tert-butyl((2-chloro-[1,1'-biphenyl]-4-yl)methyl)(3-((3-((6-cyano-1-(tetrahydro-2H-pyran-2-yl)-1H-indazol-4-yl)amino)propyl)amino)-3-oxopropyl)carbamate C(C)(C)(C)OC(N(CCC(=O)NCCCNC1=C2C=NN(C2=CC(=C1)C#N)C1OCCCC1)CC1=CC(=C(C=C1)C1=CC=CC=C1)Cl)=O